OC12CCC(CC1)(C2)N2C(C1(C3=C2N=C(N=C3)NC3=CC2=C(OCO2)C=C3C)CC1)=O 7'-(4-hydroxybicyclo[2.2.1]heptan-1-yl)-2'-((6-methylbenzo[d][1,3]dioxol-5-yl)amino)spiro[cyclopropane-1,5'-pyrrolo[2,3-d]pyrimidin]-6'(7'H)-one